C12CN(CC(CC1)N2)C2=CC(=C1C[C@@H](COC1=C2)NC(=O)C2=C(C=1C(=NC(=CC1)C)S2)N)F N-((3S)-7-(3,8-diazabicyclo[3.2.1]octan-3-yl)-5-fluorochroman-3-yl)-3-amino-6-methylthieno[2,3-b]pyridine-2-carboxamide